1-(6-(cyclopropylamino)pyridin-3-yl)-1H-benzo[d]imidazol-2(3H)-one C1(CC1)NC1=CC=C(C=N1)N1C(NC2=C1C=CC=C2)=O